CC(CCC1=COC2C(OCC(C2)=O)=C1)C 7-(3-methylbutyl)-2H-1,5-benzodioxin-3(4H)-one